methyl (2R)-3-(3-(2-(3-(5-((4-bromo-6-fluoro-1-tosyl-1H-indol-5-yl)oxy)-2-fluorophenyl)-1H-pyrazol-1-yl)-7-((2-hydroxyethyl)sulfonyl)-6,6-dimethylheptan-2-yl)phenyl)-2-methylpropanoate BrC1=C2C=CN(C2=CC(=C1OC=1C=CC(=C(C1)C1=NN(C=C1)C(C)(CCCC(CS(=O)(=O)CCO)(C)C)C=1C=C(C=CC1)C[C@H](C(=O)OC)C)F)F)S(=O)(=O)C1=CC=C(C)C=C1